7-chloro-5,10-dimethyl-2,3-dihydropyridazino[4,5-h][1,5]benzoxazepin-4-one ClC1=NN=C(C2=CC3=C(N(C(CCO3)=O)C)C=C21)C